FC(N1N=CC(=C1)C=1C(=CC(=NC1)NC1=NC(=NC=C1)C1=C(C=CC=C1OC)F)N1C[C@H](CCC1)CF)F (S)-N-(5-(1-(difluoromethyl)-1H-pyrazol-4-yl)-4-(3-(fluoromethyl)piperidin-1-yl)pyridin-2-yl)-2-(2-fluoro-6-methoxyphenyl)pyrimidin-4-amine